(1S,4r)-4-((5-(6-chloropyridin-2-yl)-2-(((S)-2-fluorobutyl)amino)pyrimidin-4-yl)amino)cyclohexan-1-ol ClC1=CC=CC(=N1)C=1C(=NC(=NC1)NC[C@H](CC)F)NC1CCC(CC1)O